ClC1=C(C=CC=C1)C1=NOC(=N1)C=1C=CC(N(C1)CC=1C=NC=CC1)=O 5-(3-(2-chlorophenyl)-1,2,4-oxadiazol-5-yl)-1-(pyridin-3-ylmethyl)pyridin-2(1H)-one